C(C(=C)C)(=O)OCCN(C(C)C)C(C)C 2-Diisopropylaminoethyl methacrylate